C1(CCCCC1)(C(O)O)C(O)O cyclohexanedimethanediol